FN1C2(CC(C3=CC=CC=C13)=O)CCN(CC2)C(=O)NCC2=C(C=C(C=C2)F)O fluoro-N-(4-fluoro-2-hydroxybenzyl)-4'-oxo-3',4'-dihydro-1'H-spiro[piperidine-4,2'-quinoline]-1-carboxamide